tert-butyl 6-((5-(ethoxycarbonyl)-2-(methylthio) pyrimidin-4-yl) amino)-2-azaspiro[3.3]heptane-2-carboxylate C(C)OC(=O)C=1C(=NC(=NC1)SC)NC1CC2(CN(C2)C(=O)OC(C)(C)C)C1